methyl N-{2-[4-(4-aminopiperidin-1-yl)-3-(3-fluoro-5-methoxyphenyl)quinolin-6-yl]-4,6-difluorophenyl}carbamate NC1CCN(CC1)C1=C(C=NC2=CC=C(C=C12)C1=C(C(=CC(=C1)F)F)NC(OC)=O)C1=CC(=CC(=C1)OC)F